1-[1-(2,4-difluorophenyl)ethyl]piperazine FC1=C(C=CC(=C1)F)C(C)N1CCNCC1